(4-((4''-(2-(((S)-1-carboxyethyl)amino)ethoxy)-2,2'-dimethyl-3''-(trifluoromethyl)-[1,1':3',1''-terphenyl]-3-yl)methoxy)-5-chloro-2-((5-cyanopyridin-3-yl)methoxy)benzyl)-L-alanine C(=O)(O)[C@H](C)NCCOC1=C(C=C(C=C1)C=1C(=C(C=CC1)C1=C(C(=CC=C1)COC1=CC(=C(CN[C@@H](C)C(=O)O)C=C1Cl)OCC=1C=NC=C(C1)C#N)C)C)C(F)(F)F